C(C)(C)(C)OC(=O)NCCN(CCCCCCC(C(=O)OC(CCCCCCCC)CCCCC)(C)C)CCCCCCC(C(OCCCC(CCCCC)CCCCC)=O)(C)C pentylnonyl 8-[2-(tert-butoxycarbonylamino)ethyl-[7,7-dimethyl-8-oxo-8-(4-pentylnonoxy)octyl]amino]-2,2-dimethyl-octanoate